C(C1=CC=CC=C1)N1C(CC(CC1)(O)C=1C=C2C(N(C(C2=CC1)=O)C1C(NC(CC1)=O)=O)=O)C 5-(1-benzyl-4-hydroxy-2-methylpiperidin-4-yl)-2-(2,6-dioxopiperidin-3-yl)-2,3-dihydro-1H-isoindole-1,3-dione